O=C(C(=O)O)CC=1C=C(C=CC1)C 2-oxo-3-(m-tolyl)propanoic acid